COC1=C(C=CC(=C1)OC)CN1C(CC(C1)C(=O)N1CCC(CC1)C1=NC(=NO1)C1=CC=C2C(=NN(C2=C1)C)C)=O 1-[(2,4-dimethoxyphenyl)methyl]-4-[4-[3-(1,3-dimethylindazol-6-yl)-1,2,4-oxadiazol-5-yl]piperidine-1-carbonyl]pyrrolidin-2-one